(1,1')-bipyrrolidinium maleate C(\C=C/C(=O)[O-])(=O)[O-].[NH+]1(CCCC1)[NH+]1CCCC1